(4S)-5,5-difluoro-1-(2-thiophen-3-ylethyl)-3-(trifluoromethyl)-4,6-dihydro-cyclopenta[c]pyrazol-4-ol FC1([C@H](C2=C(N(N=C2C(F)(F)F)CCC2=CSC=C2)C1)O)F